ClC1=NC2=CC=C(C(=C2C(=N1)Cl)F)F 2,4-dichloro-5,6-difluoro-quinazoline